2,3,5,6-tetrafluoro-4-(N-(1-(7-((2-(trimethylsilyl)ethoxy)methyl)-7H-pyrrolo[2,3-d]pyrimidin-4-yl)piperidin-4-yl)sulfamoyl)phenyl azetidine-1-carboxylate N1(CCC1)C(=O)OC1=C(C(=C(C(=C1F)F)S(NC1CCN(CC1)C=1C2=C(N=CN1)N(C=C2)COCC[Si](C)(C)C)(=O)=O)F)F